1,4-bis(triethoxysilyl)pentane C(C)O[Si](CCCC(C)[Si](OCC)(OCC)OCC)(OCC)OCC